C(C)(C)(C)OC(NCCOC1=CC2=C(N=C(S2)C2=C3N=CC(=NC3=CC(=C2)C)COC)C(=C1)C1CC1)=O 2-(4-cyclopropyl-2-(2-(methoxymethyl)-7-methylquinoxalin-5-yl)benzo[d]thiazol-6-yloxy)ethylcarbamic acid tert-butyl ester